[Si](C1=CC=CC=C1)(C1=CC=CC=C1)(C(C)(C)C)O[C@@H]1CC(CN(C1)[C@H](C(=O)NC1=NC=C(C=C1)F)C)(O[Si](C)(C)C)C(F)(F)F (2S)-2-((5R)-5-((tert-butyldiphenylsilyl)oxy)-3-(trifluoromethyl)-3-((trimethylsilyl)oxy)piperidin-1-yl)-N-(5-fluoropyridin-2-yl)propanamide